NC1=C(C=C(C=C1)C1=CC(=CC=C1)NC(C=C)=O)C(=O)NC 4-amino-N-methyl-3'-(prop-2-enamido)-[1,1'-biphenyl]-3-carboxamide